C(C)(C)(C)OC(COC1=CC=C(NC2=CC=C(C=C2)C2=N[C@H](C=3N(C4=C2C(=C(S4)C)C)C(=NN3)C)CC(=O)OC)C=C1)=O methyl [(6S)-4-{4-[4-(2-t-butoxy-2-oxoethoxy)anilino]phenyl}-2,3,9-trimethyl-6H-thieno[3,2-f][1,2,4]triazolo[4,3-a][1,4]diazepin-6-yl]acetate